2-hydroxy-4-carbonyl-6,7,8,9-tetrahydro-4H-pyrido[1,2-a]pyrimidine-3-carboxylic acid ethyl ester C(C)OC(=O)C1=C(N=C2N(C1=C=O)CCCC2)O